2-((1R,2S)-1-(5-chloro-2-cyanophenyl)-1-phenylpropan-2-yl)-5-hydroxy-N-(isoxazol-4-yl)-1-methyl-6-oxo-1,6-dihydropyrimidine-4-carboxamide ClC=1C=CC(=C(C1)[C@H]([C@H](C)C=1N(C(C(=C(N1)C(=O)NC=1C=NOC1)O)=O)C)C1=CC=CC=C1)C#N